(3,5-difluorophenyl)potassium trifluoroborate B(F)(F)F.FC=1C=C(C=C(C1)F)[K]